4-methylimidazole-D6 CC1=CN=CN1